C(C)(=O)N1C[C@@H](CCC1)CCC(=O)NC1=NC=C(C(=C1)C1=C2N(N=C1)CC(C2)(C)C)Cl (S)-3-(1-acetylpiperidin-3-yl)-N-(5-chloro-4-(5,5-dimethyl-5,6-dihydro-4H-pyrrolo[1,2-b]pyrazol-3-yl)pyridin-2-yl)propanamide